3,5-difluoropiperidine FC1CNCC(C1)F